C(C)OC(=O)C1=NN2C(N=C(C=C2C(=C)C)CC2CCCCC2)=C1 5-(cyclohexylmethyl)-7-prop-1-en-2-ylpyrazolo[1,5-a]pyrimidine-2-carboxylic acid ethyl ester